NC1=C(C=C(C=N1)C=1N=C(N(C1)C12CC(C1)(C2)N2CCC(CC2)(F)F)C=O)OC(F)(F)F 4-(6-amino-5-(trifluoromethoxy)pyridin-3-yl)-1-(3-(4,4-difluoropiperidin-1-yl)bicyclo[1.1.1]Pentane-1-yl)-1H-imidazole-2-carbaldehyde